cis-tert-butyl 5-(5-fluoro-2-((3-(methoxycarbonyl)cyclohexyl)amino)pyrimidin-4-yl)-3,6-dihydropyridine-1(2H)-carboxylate FC=1C(=NC(=NC1)N[C@@H]1C[C@@H](CCC1)C(=O)OC)C1=CCCN(C1)C(=O)OC(C)(C)C